C(C)(C)(C)[C@@H]1CC=2C=C3C(=NC2CC1)SC(=N3)C(=O)N[C@H](CCN(C)C)C3=CC(=CC=C3)C(NCCO)=O |r| rac-(7S)-7-tert-butyl-N-[rac-(1R)-3-(dimethylamino)-1-[3-(2-hydroxyethylcarbamoyl)phenyl]propyl]-5,6,7,8-tetrahydrothiazolo[5,4-b]quinoline-2-carboxamide